(3-(3-cyclopentyl-2-oxoimidazolin-1-yl)piperidin-1-yl)-3-((2-fluoro-4-(piperidin-4-yl)phenyl)amino)pyrazine-2-carboxamide C1(CCCC1)N1C(N(CC1)C1CN(CCC1)C=1N=C(C(=NC1)C(=O)N)NC1=C(C=C(C=C1)C1CCNCC1)F)=O